C(C)C=CC1=CC=CC=C1 Ethylvinylbenzene